Methyl (S)-2-(2,6-difluoro-4-(((R)-1,1,1-trifluorobutan-2-yl)amino)benzamido)-3-(5-(1,3,6-trimethyl-2,4-dioxo-1,2,3,4-tetrahydropyrimidin-5-yl)quinolin-8-yl)propanoate FC1=C(C(=O)N[C@H](C(=O)OC)CC=2C=CC(=C3C=CC=NC23)C=2C(N(C(N(C2C)C)=O)C)=O)C(=CC(=C1)N[C@@H](C(F)(F)F)CC)F